[Ca].C1=NC=CC=2C(=CC=CC12)S(=O)(=O)N1C(CNCC1)C (5-Isoquinolinesulfonyl)-2-Methylpiperazine Calcium